FC(C=1C=CC=2N(N1)C(=CN2)C2=CC(=NC=N2)N2CC(CCC2)NC(C)=O)F N-(1-(6-(6-(Difluoromethyl)imidazo[1,2-b]pyridazin-3-yl)pyrimidin-4-yl)piperidin-3-yl)acetamide